N[C@@H]1CN(CC[C@H]1F)C1=NC2=C(N1CC(=O)N(C)CC1CS(CC1)(=O)=O)C=C(C(=C2)F)F 2-(2-((3R,4R)-3-Amino-4-fluoropiperidin-1-yl)-5,6-difluoro-1H-benzo[d]imidazol-1-yl)-N-((1,1-dioxidotetrahydrothiophen-3-yl)methyl)-N-methylacetamid